((1-(3,5-bis(Trifluoromethyl)phenyl)-1H-pyrazol-3-yl)oxy)acetic acid FC(C=1C=C(C=C(C1)C(F)(F)F)N1N=C(C=C1)OCC(=O)O)(F)F